(2S)-2-(1-chlorocyclopropyl)[(1R)-2,2-dichlorocyclopropyl]-1-(1H-1,2,4-triazol-1-yl)butan-2-ol ClC1(CC1)[C@@](C(N1N=CN=C1)[C@@H]1C(C1)(Cl)Cl)(CC)O